hexyl acrylate hexyl-acrylate C(CCCCC)OC(C=C)=O.C(C=C)(=O)OCCCCCC